6-chloro-4-cyclopropyl-2-[(1S,2R)-2-(6-fluoro-2,3-dimethylphenyl)-1-(5-oxo-4H-1,3,4-oxadiazol-2-yl)propyl]-3H-1lambda6,2,4-benzothiadiazine-1,1-dione ClC=1C=CC2=C(N(CN(S2(=O)=O)[C@@H]([C@H](C)C2=C(C(=CC=C2F)C)C)C=2OC(NN2)=O)C2CC2)C1